(S)-4-(1-azido-1-cyclobutylethyl)-6-chloro-1-cyclopropoxy-2,7-naphthyridine N(=[N+]=[N-])[C@@](C)(C1CCC1)C1=CN=C(C2=CN=C(C=C12)Cl)OC1CC1